The molecule is a member of the class of chloroethanes that is ethane substituted by chloro groups at positions 1, 1 and 2. C(C(Cl)Cl)Cl